CN1C[C@@H]2[C@H](C1)CN(C2)C2=CC=CN=N2 6-((3aR,6aS)-5-methylhexahydropyrrolo[3,4-c]pyrrol-2(1H)-yl)pyridazin